2-[6-(1-acetylazetidin-3-yl)-2-ethyl-5,8-dioxo-5,6,7,8-tetrahydro-4H-pyrazolo[1,5-a]pyrrolo[3,4-d]pyrimidin-4-yl]-N-(5-fluoropyridin-2-yl)acetamide C(C)(=O)N1CC(C1)N1C(C=2N(C=3N(C(C2C1)=O)N=C(C3)CC)CC(=O)NC3=NC=C(C=C3)F)=O